N-[(3-chloro-4-fluorophenyl)-(5-methyl-4-methylsulfonyl-1H-imidazol-2-yl)methyl]-3-(trifluoromethyl)isoquinolin-1-amine ClC=1C=C(C=CC1F)C(NC1=NC(=CC2=CC=CC=C12)C(F)(F)F)C=1NC(=C(N1)S(=O)(=O)C)C